4-[4-(9-Phenyl-9H-fluoren-9-yl)phenyl]dibenzothiophene C1(=CC=CC=C1)C1(C2=CC=CC=C2C=2C=CC=CC12)C1=CC=C(C=C1)C1=CC=CC2=C1SC1=C2C=CC=C1